[Br-].C(CCCCCCCCCCC)[N+](C)(C)CCCCCCCCCCCC bisdodecyl-dimethyl-ammonium bromide